C(C)N(CCNC(=O)C1=NC2=CC=C(C=C2C=C1)[N+](=O)[O-])CC N-(2-(diethylamino)ethyl)-6-nitroquinoline-2-formamide